CN=C(NCC1COCC1)N 2-methyl-1-(tetrahydro-3-furylmethyl)guanidine